ethyl (1R,4R)-4-(7-(3,4-dimethoxyphenyl)pyrazolo[1,5-a]pyrimidine-2-carboxamido)cyclohexane-1-carboxylate COC=1C=C(C=CC1OC)C1=CC=NC=2N1N=C(C2)C(=O)NC2CCC(CC2)C(=O)OCC